C(CCC\C=C/CC)OC(CCCCCCCN(CCCCCCCC(=O)OCCC12CC3CC(CC(C1)C3)C2)CCO)OCCCC\C=C/CC 2-((3r,5r,7r)-adamantan-1-yl)ethyl 8-((8,8-bis(((Z)-oct-5-en-1-yl)oxy)octyl)(2-hydroxyethyl)amino)octanoate